CC12CC3(CC2(C1)C)C1CCC(C3=O)C1 rac-1',5'-dimethylspiro[bicyclo[2.2.1]heptane-2,3'-bicyclo[3.1.0]hexan]-3-one